C(CC)(N)=S propithiamide